4-(4-((4-(3-((2-((S)-1-hydroxyethyl)-1H-imidazol-1-yl)methyl)isoxazol-5-yl)phenyl)ethynyl)benzyl)morpholine-2-carboxylate O[C@@H](C)C=1N(C=CN1)CC1=NOC(=C1)C1=CC=C(C=C1)C#CC1=CC=C(CN2CC(OCC2)C(=O)[O-])C=C1